[1,1-bis-(4-hydroxy-3-methylphenyl)-ethyl]-benzene OC1=C(C=C(C=C1)C(C)(C1=CC(=C(C=C1)O)C)C1=CC=CC=C1)C